FC1=C(C=C(C(=C1)F)F)C1=C(C=CC=C1)NC(=O)C=1C(=NN(C1)C)C(F)F N-(2',4',5'-trifluoro-biphenyl-2-yl)-3-difluoromethyl-1-methylpyrazol-4-ylcarboxamide